hexahydropyrrolo[3,4-b]pyrrole-5(1H)-carboxylate N1C2C(CC1)CN(C2)C(=O)[O-]